N-(4-(5-(1H-pyrazolo[3,4-b]pyridin-4-yl)pyridin-3-yl)phenyl)-2-(2-azabicyclo[2.2.1]hept-2-yl)-2-oxoacetamide N1N=CC=2C1=NC=CC2C=2C=C(C=NC2)C2=CC=C(C=C2)NC(C(=O)N2C1CCC(C2)C1)=O